(1s,3s)-3-(5,7-difluoro-2-(4-fluorophenyl)-1H-indol-3-yl)-1-hydroxycyclobutane-1-carbonitrile FC=1C=C2C(=C(NC2=C(C1)F)C1=CC=C(C=C1)F)C1CC(C1)(C#N)O